3,5,7-trihydroxy-3',4',5'-trimethoxyflavanone OC1C(OC2=CC(=CC(=C2C1=O)O)O)C1=CC(=C(C(=C1)OC)OC)OC